C(C1=CC=CC=C1)OC[C@H]1CO1 (R)-benzyloxymethyl ethylene oxide